(2,4-Dimethylthiazol-5-yl)methanol CC=1SC(=C(N1)C)CO